2-(2-hydroxy-4-methoxyphenyl)2H-benzotriazole-5-carboxylic acid methyl ester COC(=O)C1=CC=2C(=NN(N2)C2=C(C=C(C=C2)OC)O)C=C1